1,4,6-Triphenyl-1,3,5-triazin-2-on C1(=CC=CC=C1)N1C(N=C(N=C1C1=CC=CC=C1)C1=CC=CC=C1)=O